(2-bromothiazol-4-yl)(trans-4-(trifluoromethyl)cyclohexyl)methanone BrC=1SC=C(N1)C(=O)[C@@H]1CC[C@H](CC1)C(F)(F)F